methyl 3-(cyanocyclopropyl)-6-(3,4,5,6-tetrahydro-2H-pyran-4-yl)benzo[b]thiophene-2-carboxylate C(#N)C1(CC1)C=1C2=C(SC1C(=O)OC)C=C(C=C2)C2CCOCC2